4-(phenyl)butylzinc chloride [Cl-].C1(=CC=CC=C1)CCCC[Zn+]